C(OC1=CC=C(C=C1)[N+](=O)[O-])(O[C@@H]1[C@H](CCCC1)SSC1=NC=CC=C1)=O 4-nitrophenyl ((1S,2S)-2-(pyridin-2-yldisulfaneyl)cyclohexyl) carbonate